C1(=CC=CC=C1)[C@H]1[C@@H](CN(C1)C(=O)OC(C)(C)C)C(NC1=CC=C(C=C1)C1=CC=CC=C1)=O |r| tert-Butyl (±)-trans-4-phenyl-3-[(biphenyl-4-yl)carbamoyl]pyrrolidine-1-carboxylate